ClC1=C(C=CC=C1)C1=NC(=NC(=C1C=O)NC1=C(C=CC=C1)Cl)S(=O)(=O)C 4-(2-chlorophenyl)-6-(2-chloro-phenylamino)-2-methylsulfonyl-pyrimidine-5-carbaldehyde